(3,5-dichloro-4-((2-(isopropoxymethyl)-1-oxo-1,2,3,4-tetrahydroisoquinolin-6-yl)oxy)phenyl)-3,5-dioxo-2,3,4,5-tetrahydro-1,2,4-triazine-6-carbonitrile ClC=1C=C(C=C(C1OC=1C=C2CCN(C(C2=CC1)=O)COC(C)C)Cl)N1N=C(C(NC1=O)=O)C#N